O=C1NC2C3C=CC(C12)C3 3-aza-4-oxo-tricyclo[4.2.1.0(2,5)]non-7-ene